(5-Chloro-1-methyl-3-(5-methylisoxazol-3-yl)-1H-pyrazol-4-yl)(9-(3,3-dimethylbutyl)-2,9-diazaspiro[5.5]undecan-2-yl)methanone ClC1=C(C(=NN1C)C1=NOC(=C1)C)C(=O)N1CC2(CCC1)CCN(CC2)CCC(C)(C)C